BrC1=C(N=C(N1CC(=O)N1CCNCC1)C(C)C)C1=CC=C(C=C1)F 2-[5-bromo-4-(4-fluorophenyl)-2-(propan-2-yl)-1H-imidazol-1-yl]Acetyl-piperazine